CN(C)CCCN=C=NCC N-(dimethylaminopropyl)-N'-ethyl-carbodiimide